ClC=1C=C(C#N)C=CC1OCC(C)OC1=CC(=CC=C1)N1C(=NC=C1)C 3-chloro-4-(2-(3-(2-methyl-1H-imidazol-1-yl)phenoxy)propoxy)benzonitrile